C(C)(C)[C@H]1C2(COC(OC2)C2=NC=CC=C2)C[C@@H](CC1)C 2-((7S,10R)-7-isopropyl-10-methyl-2,4-dioxaspiro[5.5]undecan-3-yl)pyridine